C(C)C(COC1=C2C(SC=C2)=C(C2=C1SC=C2)OCC(CCCC)CC)CCCC 4,8-di(2-ethylhexyloxy)benzo[1,2-b:4,5-b']dithiophene